undecylamine C(CCCCCCCCCC)N